Dihydropyridine-3,5-dicarboxamide hydrochloride Cl.N1CC(=CC(=C1)C(=O)N)C(=O)N